NC1(CCCC1)CO (1-aminocyclopentyl)methanol